O[C@@H]1[C@H](O[C@H]([C@@H]1O)N1C2=NC=NC(=C2N=C1)NCC1=CC=C(C=C1)C)COP(=O)(O)CP(O)(O)=O (((((2R,3S,4R,5R)-3,4-dihydroxy-5-(6-((4-methylbenzyl)amino)-9H-purin-9-yl)tetrahydrofuran-2-yl)methoxy)(hydroxy)phosphoryl)methyl)phosphonic acid